tert-Butyl 5-(chlorosulfonyl)hexahydropyrrolo[3,4-c]pyrrole-2(1H)-carboxylate ClS(=O)(=O)N1CC2C(C1)CN(C2)C(=O)OC(C)(C)C